2-chloro-3-fluoro-4-iodopyridine ClC1=NC=CC(=C1F)I